2-ACETYL-5-THIAZOLECARBOXYLIC ACID C(C)(=O)C=1SC(=CN1)C(=O)O